C=1N=CN2C1C=NC=C2C(=O)N imidazo[1,5-a]pyrazine-5-carboxamide